CC=1C=C(C=CC1C)S(=O)(=O)N1CCC(CC1)N1N=C(C=CC1=O)N1N=C(C=C1C)C 2-[1-(3,4-dimethylphenyl)sulfonylpiperidin-4-yl]-6-(3,5-dimethylpyrazol-1-yl)pyridazin-3-one